ONC(C)=N N1-hydroxyethanimidamide